OCC1=CC=C(S1)C1=CC(=C2C=CC=NC2=C1)C1(CC1)C=1C(=C(C(=O)N)C=C(C1)OCC1N(CC1)C)C (1-(7-(5-(Hydroxymethyl)thiophen-2-yl)quinolin-5-yl)cyclopropyl)-2-methyl-5-((1-methylazetidin-2-yl)methoxy)benzamide